OC1=CC=C(C=C1)C1=C(C=CC=C1)[PH2]=O 2-(4-hydroxyphenyl)phenylphosphine oxide